BrC1=C(N=CS1)C(F)F 5-bromo-4-(difluoromethyl)thiazole